6-bromo-8-fluoro-2-((1-methyl-1H-pyrazol-3-yl)methyl)phthalazin-1(2H)-one BrC=1C=C2C=NN(C(C2=C(C1)F)=O)CC1=NN(C=C1)C